C([O-])([O-])=O.[K+].CC1(OBOCC1(C)C)C.[K+] 4,4,5,5-tetramethyl-1,3,2-dioxaborin Potassium carbonate